trans-2-((4-fluorophenoxy)methyl)cyclopropane-1-carboxylic acid lithium salt [Li+].FC1=CC=C(OC[C@H]2[C@@H](C2)C(=O)[O-])C=C1